4-(7-(5-((2,4-difluorophenyl)sulfonylamino)-6-methoxypyridin-3-yl)quinazolin-4-yl)piperazine FC1=C(C=CC(=C1)F)S(=O)(=O)NC=1C=C(C=NC1OC)C1=CC=C2C(=NC=NC2=C1)N1CCNCC1